Cl.FC1=C(C=CC(=C1)N1C(O[C@H](C1)CNC(C)=O)=O)C1=CC=C(C=C1)CNCCCF (5S)-N-(3-{2-fluoro-4'-[(3-fluoro-propylamino)-methyl]-biphenyl-4-yl}-2-oxo-oxazolidin-5-ylmethyl)-acetamide monohydrochloride salt